N-hydroxy-N-(5-methyl-2,4,6-trioxohexahydropyrimidin-5-yl)acetamide ON(C(C)=O)C1(C(NC(NC1=O)=O)=O)C